C1(CC1)C=1N=NN(C1)[C@H](C(=O)N1[C@@H](C[C@H](C1)O)C(=O)NC1C2CCOC2C12CCC2)C(C)(C)C (2S,4R)-1-[(2S)-2-(4-cyclopropyltriazol-1-yl)-3,3-dimethyl-butanoyl]-4-hydroxy-N-spiro[2-oxabicyclo[3.2.0]heptane-7,1'-cyclobutane]-6-yl-pyrrolidine-2-carboxamide